C(C)OC(C(C(=O)OCC)C(CCCCC)NC1=CC=C(C=C1)S(NC1=NC=CC=C1)(=O)=O)=O 2-(1-((4-(N-(pyridin-2-yl)sulfamoyl)phenyl)amino)hexyl)malonic acid diethyl ester